N-(3-bromo-2,4-difluorophenyl)-5-chloro-2-methoxypyridine-3-sulfonamide BrC=1C(=C(C=CC1F)NS(=O)(=O)C=1C(=NC=C(C1)Cl)OC)F